NC=1C(=CC(=C(C1)NC1=NC=C(C(=N1)N1CC(C2=NC(=CC=C21)C2CC2)(C)C)C(=O)OC(C)C)OC)N(C)CCN(C)C isopropyl 2-((5-amino-4-((2-(dimethylamino) ethyl)(methyl)amino)-2-methoxyphenyl)amino)-4-(5-cyclopropyl-3,3-dimethyl-2,3-dihydro-1H-pyrrolo[3,2-b]pyridin-1-yl)pyrimidine-5-carboxylate